(R)-N'-((3-fluoro-6-(2-methoxypyridin-4-yl)-2-methylphenyl)carbamoyl)-6,7-dihydro-5H-pyrazolo[5,1-b][1,3]oxazine-3-sulfonimidamide FC=1C(=C(C(=CC1)C1=CC(=NC=C1)OC)NC(=O)N=[S@](=O)(N)C=1C=NN2C1OCCC2)C